C(C)N(C1=NC=2N(C3=CC=CC=C13)C=NN2)C2=CC=CC=C2 N-ethyl-N-phenyl-[1,2,4]triazolo[4,3-a]quinazolin-5-amine